2-(1,4-diazabicyclo[3.2.2]non-4-yl)-N-[(4-fluoro-1H-benzimidazol-2-yl)methyl]-8-(trifluoromethyl)pyrazolo[1,5-a][1,3,5]triazin-4-amine N12CCN(C(CC1)CC2)C2=NC=1N(C(=N2)NCC2=NC3=C(N2)C=CC=C3F)N=CC1C(F)(F)F